ClC=1C=CC=C2C=CC(=NC12)NC1=CC(=CC=C1)Cl 8-chloro-N-(3-chlorophenyl)quinolin-2-amine